CN1N=CC=C1N 1-methyl-1H-pyrazol-5-ylamine